(2R,4R)-4-methoxy-N-[2-(2-oxa-7-azaspiro[3.4]octan-7-yl)-2-oxo-1-(3-pyridyl)ethyl]-N-[4-(pentafluoro-λ6-sulfanyl)phenyl]pyrrolidine-2-carboxamide CO[C@@H]1C[C@@H](NC1)C(=O)N(C1=CC=C(C=C1)S(F)(F)(F)(F)F)C(C(=O)N1CCC2(COC2)C1)C=1C=NC=CC1